tert-Butyl 4-(5-(5-((2,2,2-trifluoroethyl)carbamoyl)thiophen-3-yl)-1H-pyrrolo[2,3-b]-pyridin-2-yl)piperidine-1-carboxylate FC(CNC(=O)C1=CC(=CS1)C=1C=C2C(=NC1)NC(=C2)C2CCN(CC2)C(=O)OC(C)(C)C)(F)F